tert-butyl 3-(8-fluoro-6-formyl-6,7-dihydro-5H-cyclopenta[f]benzotriazol-2-yl)azetidine-1-carboxylate FC1=C2C(=CC=3C1=NN(N3)C3CN(C3)C(=O)OC(C)(C)C)CC(C2)C=O